B(C1=CC=C(C=C1)C)(O)O p-tolueneboronic acid